OC=1C(C(C1NC1=NC(=CC(=C1)C1=NN=NN1)OC)=O)=O 3-hydroxy-4-((6-methoxy-4-(1H-tetrazol-5-yl)pyridin-2-yl)amino)cyclobut-3-ene-1,2-dione